C1(CC1)[NH-] CYCLOPROPYL-AMIDE